sodium N,N-bis(2-hydroxyethyl)-2-aminoethyl-sulfonate OCCN(CCS(=O)(=O)[O-])CCO.[Na+]